methyl-1,2-benzoquinone CC=1C(C(C=CC1)=O)=O